2-amino-4,5,6,7-tetrahydro-1,3-benzothiazole-4-carboxylic acid hydrochloride Cl.NC=1SC2=C(N1)C(CCC2)C(=O)O